(R)-2-(6-(5-chloro-2-((oxacyclohex-4-yl)amino)pyrimidin-4-yl)-1-oxoisoindolin-2-yl)-N-((S)-2-hydroxy-1-(6-methylpyridin-2-yl)ethyl)propionamide ClC=1C(=NC(=NC1)NC1CCOCC1)C1=CC=C2CN(C(C2=C1)=O)[C@@H](C(=O)N[C@H](CO)C1=NC(=CC=C1)C)C